zirconium tetrakis(dimethylamide) C[N-]C.C[N-]C.C[N-]C.C[N-]C.[Zr+4]